carbon monoxide copper [Cu].[C]=O